Tert-Butyl 4-(difluoromethoxy)butanoate FC(OCCCC(=O)OC(C)(C)C)F